1-(2-(4-(benzo[d]oxazol-2-yl)-5-hydroxy-1-methyl-6-oxo-1,6-dihydropyrimidin-2-yl)-1-phenyl-1,2,3,4-tetrahydroisoquinolin-7-yl)urea O1C(=NC2=C1C=CC=C2)C=2N=C(N(C(C2O)=O)C)N2C(C1=CC(=CC=C1CC2)NC(=O)N)C2=CC=CC=C2